3,3'-(diphenylgermanediyl)bis(4-bromo-N,N-dimethylaniline) C1(=CC=CC=C1)[Ge](C=1C=C(N(C)C)C=CC1Br)(C=1C=C(N(C)C)C=CC1Br)C1=CC=CC=C1